FC(C=1C=NN2C1C(=C(C=C2)C(=O)[O-])C#CC#CCC(CC=2C(N(C=CC2)C)=O)C2=C(C=CC(=C2)F)F)F 3-(difluoromethyl)-4-(6-(2,5-difluorophenyl)-6-(1-methyl-2-oxo-1,2-dihydropyridin-3-yl)Methyl hexa-1,3-diyn-1-yl)pyrazolo[1,5-a]pyridine-5-carboxylate